COC1=C(CN2[C@@H](C=3N(CC2)C(=NN3)C=3SC2=C(C=NN=C2)N3)C)C=CC(=C1)OC (R)-2-(7-(2,4-dimethoxybenzyl)-8-methyl-5,6,7,8-tetrahydro-[1,2,4]triazolo[4,3-a]pyrazin-3-yl)thiazolo[4,5-d]pyridazine